heptafluoroundecyl-ammonium FC(C(F)(F)[NH3+])(CCCCCCCCC(F)(F)F)F